C1N(CC12OCCCC2)C2=CC(NN=C2)=O 5-(5-oxa-2-azaspiro[3.5]nonan-2-yl)pyridazin-3-one